6-(4-(5-amino-3-chloropyrazin-2-yl)-1H-imidazol-2-yl)-2-(3-chloro-2-fluoro-6-(1H-tetrazol-1-yl)phenyl)-8-methyl-7,8-dihydropyrrolo[1,2-a]pyrimidin-4(6H)-one NC=1N=C(C(=NC1)C=1N=C(NC1)C1CC(C=2N1C(C=C(N2)C2=C(C(=CC=C2N2N=NN=C2)Cl)F)=O)C)Cl